F[C@H](C1(COC1)C=1C=C(N)C=CC1)C1=NN=CN1C (R)-3-(3-(fluoro(4-methyl-4H-1,2,4-triazol-3-yl)methyl)oxetan-3-yl)aniline